5-(2-(4-(trifluoromethoxy)phenoxy)thiazol-4-yl)cyclohexane-1,3-dione FC(OC1=CC=C(OC=2SC=C(N2)C2CC(CC(C2)=O)=O)C=C1)(F)F